C(CCC)C1CCC(CC1)C1=CC=C(C=C1)C1=NC=C(C=N1)N 2-[4-(4-butylcyclohexyl)phenyl]pyrimidin-5-amine